Dimethylsilylene-bis(2-isopropyl-4-(2-naphthyl)indenyl)zirconium dichloride [Cl-].[Cl-].C[Si](=[Zr+2](C1C(=CC2=C(C=CC=C12)C1=CC2=CC=CC=C2C=C1)C(C)C)C1C(=CC2=C(C=CC=C12)C1=CC2=CC=CC=C2C=C1)C(C)C)C